6-methyl-2-(((1s,4s)-4-((7-morpholino-[1,2,4]triazolo[1,5-c]pyrimidin-5-yl)oxy)cyclohexyl)amino)pyrimidine-4-carbonitrile CC1=CC(=NC(=N1)NC1CCC(CC1)OC1=NC(=CC=2N1N=CN2)N2CCOCC2)C#N